1-[4-methyl-1-(1-methylcyclobutanecarbonyl)-4-piperidyl]pyrazole-4-carbaldehyde CC1(CCN(CC1)C(=O)C1(CCC1)C)N1N=CC(=C1)C=O